BrC1=C(C=NC(=C1)F)C(CCC=C)N[S@@](=O)C(C)(C)C (S)-N-(1-(4-bromo-6-fluoropyridin-3-yl)pent-4-en-1-yl)-2-methylpropane-2-sulfinamide